COC=1C=C(C=C(C1)OC)NCC=1C(=NC(=NC1)SC)NC1CC2(CN(C2)C(=O)OC(C)(C)C)C1 tert-butyl 6-((5-(((3,5-dimethoxyphenyl) amino) methyl)-2-(methylthio) pyrimidin-4-yl) amino)-2-azaspiro[3.3]heptane-2-carboxylate